[2-(3,4-Epoxycyclohexyl)ethyl]trimethoxysilane C1(CC2C(CC1)O2)CC[Si](OC)(OC)OC